(S,E)-1-(2-ethyl-4-(1-(((3-fluoro-4-(pyrimidin-5-yl)benzyl)oxy)imino)ethyl)benzyl)pyrrolidine-3-carboxylic acid C(C)C1=C(CN2C[C@H](CC2)C(=O)O)C=CC(=C1)/C(/C)=N/OCC1=CC(=C(C=C1)C=1C=NC=NC1)F